2,4-dichlorobenzo[4,5]furan ClC=1OC2=C(C1)C(=CC=C2)Cl